C(CCCCCCCCCCC)[O-] dodecanolAt